C(C)C1=CC=C2C(=C(/C(/C2=C1)=C/C1=CC=C(C=C1)COC1=CC=CC=C1)C)CC(=O)O (Z)-2-(6-Ethyl-2-methyl-1-(4-(phenoxymethyl)benzylidene)-1H-inden-3-yl)acetic acid